CN1N=CC=C1C1=C(N=NC(=C1)N1[C@@H](COCC1)C)CN (R)-(4-(1-methyl-1H-pyrazol-5-yl)-6-(3-methylmorpholinyl)pyridazine-3-yl)methylamine